[3-(1-methyl-1H-benzimidazol-2-yl)-4-chlorophenyl]-4-(4-trifluoromethoxyanilino)sulfonyl-2-chlorobenzamide CN1C(=NC2=C1C=CC=C2)C=2C=C(C=CC2Cl)C=2C(=C(C(=O)N)C=CC2S(=O)(=O)NC2=CC=C(C=C2)OC(F)(F)F)Cl